C(C)N1C[C@H](CC1)CN(C(=O)NCC1=CC=C(C=C1)OCC(C)C)CC1=CC=C(C=C1)F (S)-1-((1-ethylpyrrolidin-3-yl)methyl)-1-(4-fluorobenzyl)-3-(4-isobutoxybenzyl)urea